C(C1=CC=CC=C1)OCN1N=C(C(NC1=O)=O)Br ((benzyloxy)methyl)-6-bromo-1,2,4-triazine-3,5(2H,4H)-dione